C(C)(C)(C)C=1C=C(C(=C(C1)C1=C(C(=CC(=C1)C(C)(C)C)C=O)O)O)C=O 5,5'-di-tert-butyl-2,2'-dihydroxybiphenyl-3,3'-dicarbaldehyde